1-(7-Methyl-2-((7-methyl-[1,2,4]triazolo[1,5-a]pyridin-6-yl)amino)-8-oxo-7,8-Dihydro-9H-purin-9-yl)-4-oxocyclohexane-1-carbonitrile CN1C(N(C2=NC(=NC=C12)NC=1C(=CC=2N(C1)N=CN2)C)C2(CCC(CC2)=O)C#N)=O